C(C)[C@H]1N(C[C@@H](N(C1)C(=O)OC(C)(C)C)C)C(CC)=O tert-butyl (2S,5R)-5-ethyl-2-methyl-4-propionylpiperazine-1-carboxylate